C(C)(C)(C)ONC(C1=CN=C(C=C1NC1=C(C=CC=C1)N(S(=O)(=O)C)C)NC(=O)C1CC1)=O N-(tert.Butoxy)-6-(cyclopropanecarboxamido)-4-((2-(N-methylmethanesulfonamido)phenyl)amino)nicotinamide